C(=C)C(=O)C=C Vinylketone